(1-(2-isopropoxyethyl)-4-oxo-2-thioxo-1H-pyrrolo[3,2-d]pyrimidine-3,5(2H,4H)-diyl)bis(methylene) bis(2,2-dimethylpent-4-enoate) CC(C(=O)OCN1C(N(C2=C(C1=O)N(C=C2)COC(C(CC=C)(C)C)=O)CCOC(C)C)=S)(CC=C)C